1-(2-Nitro-5-(trifluoromethyl)phenyl)pyrrol-2-one [N+](=O)([O-])C1=C(C=C(C=C1)C(F)(F)F)N1C(CC=C1)=O